O.O.O.FC(C(C(F)(F)F)(OC)C=1C=C(C=C(C1)C(C(F)(F)F)(C(F)(F)F)OC)[B-](C1=CC(=CC(=C1)C(C(F)(F)F)(C(F)(F)F)OC)C(C(F)(F)F)(C(F)(F)F)OC)(C1=CC(=CC(=C1)C(C(F)(F)F)(C(F)(F)F)OC)C(C(F)(F)F)(C(F)(F)F)OC)C1=CC(=CC(=C1)C(C(F)(F)F)(C(F)(F)F)OC)C(C(F)(F)F)(C(F)(F)F)OC)(F)F.[Na+] sodium tetrakis[3,5-bis(1,1,1,3,3,3-hexafluoro-2-methoxy-2-propyl)phenyl]borate trihydrate